bis[2-hydroxy-5-methyl-3-(1-methylcyclohexyl)phenyl]methane OC1=C(C=C(C=C1C1(CCCCC1)C)C)CC1=C(C(=CC(=C1)C)C1(CCCCC1)C)O